FC(OC1=C(C=C(C=C1)OC1=CC=C(C=C1)C)C1=NNC=C1NC(=O)C=1C=NN2C1N=CC=C2)F N-[3-[2-(difluoromethoxy)-5-(4-methylphenoxy)phenyl]-1H-pyrazol-4-yl]pyrazolo[1,5-a]pyrimidine-3-carboxamide